OCC1CCC(CC1)NC(C1=CC(=CC=C1)N1C=NC=C1)=O N-((1r,4r)-4-(hydroxymethyl)cyclohexyl)-3-(1H-imidazol-1-yl)benzamide